4-((4-chloro-1-((2-(trimethylsilyl)ethoxy)methyl)-1H-imidazol-2-yl)oxy)-1-methylpiperidine ClC=1N=C(N(C1)COCC[Si](C)(C)C)OC1CCN(CC1)C